7-Cyclobutoxy-2-(1-methyl-2-oxabicyclo[2.1.1]hexan-4-yl)-N-(1-(trifluoromethyl)-1H-pyrazol-3-yl)imidazo[1,2-a]pyridine-6-carboxamide C1(CCC1)OC1=CC=2N(C=C1C(=O)NC1=NN(C=C1)C(F)(F)F)C=C(N2)C21COC(C2)(C1)C